8-Cyclopropyl-2-(1-((3,3-difluorocyclobutyl)methyl)-1H-pyrazol-4-yl)-7-((2-methyl-1-((2-(trimethylsilyl)ethoxy)methyl)-1H-benzo[d]imidazol-6-yl)oxy)quinoxaline C1(CC1)C=1C(=CC=C2N=CC(=NC12)C=1C=NN(C1)CC1CC(C1)(F)F)OC=1C=CC2=C(N(C(=N2)C)COCC[Si](C)(C)C)C1